C(C(C)C)[C@H](NC([C@H](NC(OCC1=CC=CC=C1)=O)CC1=CC=CC2=CC=CC=C12)=O)C(N[C@H](C(=O)OC)C[C@H]1C(NCCC1)=O)=O Methyl (5R,8S,11S)-8-isobutyl-5-(naphthalen-1-ylmethyl)-3,6,9-trioxo-11-(((S)-2-oxopiperidin-3-yl)methyl)-1-phenyl-2-oxa-4,7,10-triazadodecan-12-oate